OC=1C(=CC2=C(OCO2)C1)C(C)=O 1-(6-hydroxybenzo[d][1,3]dioxol-5-yl)ethan-1-one